[C-]#N.C(C=C)OC1=CC=C(C(=O)OC2=C(C=CC=C2)C2=CC=CC=C2)C=C1 4-allyloxybenzoyloxybiphenyl cyanide